5-[[3-Cyano-4-[(2-guanidinoacetyl)amino]phenyl]sulfonylamino]thiazol C(#N)C=1C=C(C=CC1NC(CNC(=N)N)=O)S(=O)(=O)NC1=CN=CS1